BrC1=CC(=CC(=C1)OC)OC 1-Bromo-3,5-di-methoxybenzol